COC1=CC=CC(=N1)C=O (6-methoxypyridin-2-yl)methanone